FCCCN1CC(CC1)CC1=CC=C(C=C1)C1=CC(CCC2=C1C=CC(=C2)C(=O)OC)C Methyl 9-(4-((1-(3-fluoropropyl)pyrrolidin-3-yl)methyl)phenyl)-7-methyl-6,7-dihydro-5H-benzo[7]annulene-3-carboxylate